[N+](=O)([O-])C1=CC(=NC=C1)[C@H]1[C@@H](C1)C(=O)OCC |r| (±)-trans-ethyl 2-(4-nitropyridin-2-yl)cyclopropanecarboxylate